ClC=1C=C(C=C(C1OC1=NC=C(C(=C1)S(=O)(=O)N1CC(C1)(F)F)O)Cl)N1N=C(C(NC1=O)=O)C(F)F 2-(3,5-dichloro-4-((4-((3,3-difluoroazetidin-1-yl)sulfonyl)-5-hydroxypyridin-2-yl)oxy)phenyl)-6-(difluoromethyl)-1,2,4-triazine-3,5(2H,4H)-dione